C1(=CC=CC=C1)[Si](C1=CC=C(C=C1)C=1C=NC=CC1)(C1=CC=C(C=C1)C=1C=NC=CC1)C1=CC=CC=C1 Diphenylbis(4-(pyridin-3-yl)phenyl)silane